C(C)(C)(C)OC(=O)N1CC(C1)OCC1=C(C=C(C=C1OC)Br)OC 3-(4-Bromo-2,6-dimethoxy-benzyloxy)-azetidine-1-carboxylic acid tert-butyl ester